CN(C(C(=O)NC1=CC=C(C=C1)C1=C2C(=NC=C1)N(C=C2)S(=O)(=O)C2=CC=CC=C2)=CC2=CC=CC=C2)C 2-(Dimethylamino)-3-phenyl-N-(4-(1-(phenylsulfonyl)-1H-pyrrolo[2,3-b]pyridin-4-yl)phenyl)propenamide